C(C)(C)(C)OC(=O)N1C(CCCC1)N1C(=CC=2C1=C1C(=NC2)NC=C1)C1=NC=CC=C1 (2-(pyridin-2-yl)dipyrrolo[2,3-b:2',3'-d]Pyridin-1(6H)-yl)piperidine-1-carboxylic acid tert-butyl ester